C1OC=2C=C(C=CC2O1)C1=NOC(O1)=O 3-(3,4-methylenedioxyphenyl)-1,4,2-dioxazol-5-one